(2-(benzo[c][1,2,5]oxadiazol-5-ylmethoxy)-5-chloro-4-((2-fluoro-3'-(3-(1,1-dioxothiomorpholino)propoxy)-[1,1'-biphenyl]-3-yl)methoxy)benzyl)-D-serine N=1ON=C2C1C=CC(=C2)COC2=C(CN[C@H](CO)C(=O)O)C=C(C(=C2)OCC=2C(=C(C=CC2)C2=CC(=CC=C2)OCCCN2CCS(CC2)(=O)=O)F)Cl